(5S)-9,9-dimethyl-8-oxo-2-(2,4,5-trifluorobenzene-1-carbonyl)-2-azaspiro[4.5]dec-6-ene-7-carbonitrile CC1(C(C(=C[C@@]2(CCN(C2)C(=O)C2=C(C=C(C(=C2)F)F)F)C1)C#N)=O)C